OC1=C(N2C(C3=CC(=CC=C13)CCC1=CC=CC=C1)=NC=N2)C(=O)NCC(=O)OCC ethyl (6-hydroxy-9-phenethyl-[1,2,4]triazolo[5,1-a]isoquinoline-5-carbonyl)glycinate